2,7-Dibromo-9,9-dihexyl-9H-fluoren BrC1=CC=2C(C3=CC(=CC=C3C2C=C1)Br)(CCCCCC)CCCCCC